C(CC)S(=O)(=O)ON=C1C=CC(S1)=CC(C#N)C1=C(C=CC=C1)C 3-(5-(((propylsulfonyl)oxy)imino)thiophene-2(5H)-ylidene)-2-(o-tolyl)propanenitrile